(R)-4-(2-(1-(tert-butoxycarbonyl)piperidin-3-yl)-5-(ethoxycarbonyl)-1H-imidazol-4-yl)benzoic acid C(C)(C)(C)OC(=O)N1C[C@@H](CCC1)C=1NC(=C(N1)C1=CC=C(C(=O)O)C=C1)C(=O)OCC